O=C1NC(CCC1N1C(C2=CC=C(C(=C2C1)OC([2H])([2H])[2H])N1CC2(C1)CCC(CC2)OC2CCN(CC2)C(=O)OCC2=CC=CC=C2)=O)=O benzyl 4-((2-(2-(2,6-dioxopiperidin-3-yl)-4-(methoxy-d3)-1-oxoisoindolin-5-yl)-2-azaspiro[3.5]nonan-7-yl)oxy)piperidine-1-carboxylate